NC=1N=NC(=CC1N1CCN(C2(COC2)C1)C1=CC(=NC=C1)OC1CC(C1)OC1CCN(CC1)C(=O)OCC1=CC=CC=C1)C1=C(C=CC=C1)O Benzyl 4-[3-[[4-[8-[3-amino-6-(2-hydroxyphenyl)pyridazin-4-yl]-2-oxa-5,8-diazaspiro[3.5]nonan-5-yl]-2-pyridyl]oxy]cyclobutoxy]piperidine-1-carboxylate